(E)-2-styryloxazole-4-carboxylic acid ethyl ester C(C)OC(=O)C=1N=C(OC1)\C=C\C1=CC=CC=C1